SC(C(=O)NCC(=O)O)C α-mercaptopropionylglycine